2,4,6-tris(trifluoromethyl)phenol FC(C1=C(C(=CC(=C1)C(F)(F)F)C(F)(F)F)O)(F)F